C(C)OC[C@]1(CN(CC1)C(C)(C)C=1C=NC(=CC1)C)CN1C=NC2=C1C=NC=C2 |o1:4| (R or S)-3-((3-(ethoxymethyl)-1-(2-(6-methylpyridin-3-yl)propan-2-yl)pyrrolidin-3-yl)methyl)-3H-imidazo[4,5-c]pyridine